1-(2-(benzo[d][1,3]dioxol-5-ylamino)pyridin-4-yl)-N-(2-hydroxy-1-phenylethyl)-1H-pyrrole-3-carboxamide O1COC2=C1C=CC(=C2)NC2=NC=CC(=C2)N2C=C(C=C2)C(=O)NC(CO)C2=CC=CC=C2